[K].C(C)(C)N1N=C(C=C1)S(=O)(=O)NC(NC1=C2CCCC2=CC=2CC=CC12)=O 1-Isopropyl-N-((1,2,3,7-tetrahydro-s-indacen-4-yl)carbamoyl)-1H-pyrazole-3-sulfonamide, potassium salt